methyl (S)-6-((7-((1-((tert-butyldiphenylsilyl)-oxy)hexan-3-yl)amino)-5-((methoxycarbonyl)amino)-1H-pyrazolo[4,3-d]pyrimidin-1-yl)methyl)-5-methoxypicolinate [Si](C1=CC=CC=C1)(C1=CC=CC=C1)(C(C)(C)C)OCC[C@H](CCC)NC=1C2=C(N=C(N1)NC(=O)OC)C=NN2CC2=C(C=CC(=N2)C(=O)OC)OC